4-methylbenzenediazonium CC1=CC=C(C=C1)[N+]#N